NC1=NC(=CC(=N1)N1CCC2(C[C@H](NC2)C(=O)OCC)CC1)O[C@@H](C(F)(F)F)C1=C(C=C(C=C1)C1=CC=C(C=C1)OC(C)C)C1=CC=CC=C1 (S)-ethyl 8-(2-amino-6-((R)-2,2,2-trifluoro-1-(4-isopropoxy-[1,1':3',1''-terphenyl]-4'-yl)ethoxy)pyrimidin-4-yl)-2,8-diazaspiro[4.5]decane-3-carboxylate